N-(3-(5-(2-((2,2-dioxido-2-thiaspiro[3.3]heptan-6-yl)amino)-pyrimidin-4-yl)-2-(2,4,6-trimethylpiperazin-1-yl)thiazol-4-yl)-2-fluorophenyl)-2,6-difluorobenzenesulfonamide O=S1(CC2(C1)CC(C2)NC2=NC=CC(=N2)C2=C(N=C(S2)N2C(CN(CC2C)C)C)C=2C(=C(C=CC2)NS(=O)(=O)C2=C(C=CC=C2F)F)F)=O